1,3-bis(3-carboxyphenoxy)benzene C(=O)(O)C=1C=C(OC2=CC(=CC=C2)OC2=CC(=CC=C2)C(=O)O)C=CC1